C(C)(C)(C)C1=C(C(=C(C=O)C(=C1)C)C)O 4-(tert-butyl)-3-hydroxy-2,6-dimethylbenzaldehyde